bis-(2,4,6-trimethylphenyl)iodonium hexafluoroantimonate F[Sb-](F)(F)(F)(F)F.CC1=C(C(=CC(=C1)C)C)[I+]C1=C(C=C(C=C1C)C)C